CN1C2=C(C(=C1)CN(CC1=CC(=CC=C1)CNCC1=NC=CC=C1)CCC1=NC=CC=C1)C=CC=C2 N-[(1-methyl)benzo[b]pyrrol-3-ylmethyl]-N-[2-(2-pyridinyl)ethyl]-N'-(2-pyridinylmethyl)-1,3-benzenedimethanamine